C[C@H]1N(C[C@@H](C1)OS(=O)(=O)C)C(=O)OC(C)(C)C tert-butyl (2R,4R)-2-methyl-4-methylsulfonyloxy-pyrrolidine-1-carboxylate